2-(2-bromopyridin-3-yl)-5-methyl-1H-pyrrole-3-carboxylic acid methyl ester COC(=O)C1=C(NC(=C1)C)C=1C(=NC=CC1)Br